Benzyl (6-iodopyridazin-3-yl)carbamate IC1=CC=C(N=N1)NC(OCC1=CC=CC=C1)=O